((7-Aminoheptyl)amino)-N-(1,5-dimethyl-1H-pyrazol-3-yl)-2-methylbenzamide NCCCCCCCNC=1C(=C(C(=O)NC2=NN(C(=C2)C)C)C=CC1)C